C(C1=CC=CC=C1)C1=C2N(C=C(N1)C1=CC=CC=C1)C(C(=N2)CC=2OC(=CC2)CC)=O 8-benzyl-2-((5-ethylfuran-2-yl)methyl)-6-phenylimidazo[1,2-a]pyrazin-3(7H)-one